NC(CC(=O)N[C@H](C(=O)OC)C)C1=CC(=CC=C1)C(F)(F)F Methyl (2S)-2-{3-amino-3-[3-(trifluoromethyl)phenyl]propanamido}propanoate